p-nitrobenzoic acid chloride [N+](=O)([O-])C1=CC=C(C(=O)Cl)C=C1